(R)-1-(2-chloropyridin-3-yl)ethyl (4-(5-hydroxypyrimidin-2-yl)-1-methyl-1H-pyrazol-5-yl)carbamate OC=1C=NC(=NC1)C=1C=NN(C1NC(O[C@H](C)C=1C(=NC=CC1)Cl)=O)C